ClC=1C=C(C=CC1C(=O)N1CCN(CC1)C(=O)[C@H]1[N+](C[C@@H](C1)O)(C)C)NC(=O)C=1N(C(=CN1)C1=C(C(=C(C=C1)OC)C#N)F)C N-[3-chloro-4-[4-[(2S,4R)-4-hydroxy-1,1-dimethyl-pyrrolidin-1-ium-2-carbonyl]-piperazine-1-carbonyl]phenyl]-5-(3-cyano-2-fluoro-4-methoxy-phenyl)-1-methyl-imidazole-2-carboxamide